tert-Butyl 5-amino-3,3-difluoro-4-hydroxypiperidine-1-carboxylate NC1C(C(CN(C1)C(=O)OC(C)(C)C)(F)F)O